C(#N)C1=NC=C(C=C1NC(=O)Cl)N1CCOCC1 N-(2-cyano-5-morpholino-3-pyridyl)carbamoyl chloride